C1(=CC=CC=C1)C=1C(C(=C(C1C1=CC=CC=C1)C1=CC=C(C=C1)O)C1=CC=CC=C1)=O 2,3,5-triphenyl-4-(4-hydroxyphenyl)-2,4-cyclopentadien-1-one